N-(2-acetylphenyl)formamide CC(=O)C1=CC=CC=C1NC=O